7-bromo-[1,2,4]triazolo[1,5-a]pyridine-5-carboxylic acid methyl ester COC(=O)C1=CC(=CC=2N1N=CN2)Br